ClC=1C=CC=2N(C1)N=C(N2)C=2C=NC(=CC2)F 6-chloro-2-(6-fluoropyridin-3-yl)-[1,2,4]triazolo[1,5-a]pyridine